ClC1=NC(=C(C(=N1)C(=C)OCC)F)C 2-chloro-4-(1-ethoxyvinyl)-5-fluoro-6-methylpyrimidine